FC1=CC2=C(N(C([C@H](CS2)NC(OC(C)(C)C)=O)=O)CC2=CC=C(C=C2)OC(C)C)C=C1/C(/N)=N/O tert-butyl N-[(3R)-8-fluoro-7-[(Z)-N'-hydroxy carbamimidoyl]-5-[(4-isopropoxyphenyl)methyl]-4-oxo-2,3-dihydro-1,5-benzothiazepin-3-yl]carbamate